C(C)(C)(C)OC(=O)N1C(=CC=2C1=NC(=CC2)Cl)C2=C(C=CC=C2)C 6-chloro-2-(o-tolyl)-1H-pyrrolo[2,3-b]pyridine-1-carboxylic acid tert-butyl ester